3,5-dimethylcyclohexyl-cyclopentyl-dimethoxysilane methyl-2-((4-(2-(2,6-dioxopiperidin-3-yl)-1-oxoisoindolin-5-yl)piperidin-1-yl)methyl)oxazole-4-carboxylate COC(=O)C=1N=C(OC1)CN1CCC(CC1)C=1C=C2CN(C(C2=CC1)=O)C1C(NC(CC1)=O)=O.CC1CC(CC(C1)C)[Si](OC)(OC)C1CCCC1